NC1=NC(=NC(=N1)N1CCOCC1)[C@H](C)NC(OC(C)(C)C)=O Tert-butyl (S)-(1-(4-amino-6-morpholino-1,3,5-triazin-2-yl)ethyl)carbamate